1-(3-(4-(difluoromethoxy)-3-((4-methoxybenzyl)oxy)phenyl)isoxazole-5-yl)ethan-1-one FC(OC1=C(C=C(C=C1)C1=NOC(=C1)C(C)=O)OCC1=CC=C(C=C1)OC)F